2-fluoro-4-methyl-3-(2-(methylsulfanyl)-8,9-dihydroimidazo[1',2':1,6]pyrido[2,3-d]pyrimidin-6-yl)aniline FC1=C(N)C=CC(=C1C1=CC2=C(N=C(N=C2)SC)N2C1=NCC2)C